FC1([C@H]2C/C(/[C@H]([C@@H](C1)N2)OC)=C/C=2N=CC(=NC2)C2=C(C=C(C=C2)N2C=NC=C2)O)F 2-(5-((Z)-((1r,2r,5r)-6,6-difluoro-2-methoxy-8-azabicyclo[3.2.1]oct-3-ylidene)methyl)pyrazin-2-yl)-5-(1H-imidazol-1-yl)phenol